(2R,3S,4S,5R)-3-(3,4-difluoro-2-methylsulfanylphenyl)-N-(6-((R)-2-(tert-butylamino)-1-hydroxyethyl)pyridin-3-yl)-4,5-dimethyl-5-(trifluoromethyl)tetrahydrofuran-2-carboxamide FC=1C(=C(C=CC1F)[C@H]1[C@@H](O[C@]([C@H]1C)(C(F)(F)F)C)C(=O)NC=1C=NC(=CC1)[C@@H](CNC(C)(C)C)O)SC